C(C)(C)(C)OC(C[C@@H]1CC[C@H](CC1)N1CCN(CC1)C1=CC=C2C(=NN(C2=C1)C)C1C(NC(CC1)=O)=O)=O.CC(C)(CCC(C)(OOC(C)(C)C)C)OOC(C)(C)C 2,5-dimethyl-2,5-di(tert-butylperoxy)hexane trans-tert-butyl-2-(4-(4-(3-(2,6-dioxopiperidin-3-yl)-1-methyl-1H-indazol-6-yl)piperazin-1-yl)cyclohexyl)acetate